C(N)(OC1=C2C(=C3C=CC(=NC3=C1)OC)C(N(C2C2=C(C=CC(=C2)F)Cl)CC2=CC=C(C=C2)OC)=O)=O [3-(2-chloro-5-fluorophenyl)-7-methoxy-2-[(4-methoxyphenyl) methyl]-1-oxo-3H-pyrrolo[3,4-f]quinolin-4-yl] carbamate